CN1C(C=2N(CC1)C1=C(C2)C(=CC=N1)C=1C=NC=C(C1)C1=CC=C(C=C1)N1C(C[C@@H](C1)C)=O)=O (S)-7-methyl-4-(5-(4-(4-methyl-2-oxopyrrolidin-1-yl)phenyl)pyridin-3-yl)-8,9-dihydropyrido[3',2':4,5]pyrrolo[1,2-a]pyrazin-6(7H)-one